ClC1=NC=C(C(=N1)C1=CC=C2C(CCOC2=C1)=O)F 7-(2-chloro-5-fluoropyrimidin-4-yl)chroman-4-one